3-(4-fluorophenyl)-N-[4-methyl-3-[[3-(9-tetrahydropyran-2-ylpurin-6-yl)-2-pyridyl]amino]phenyl]-1H-pyrrole-2-carboxamide FC1=CC=C(C=C1)C1=C(NC=C1)C(=O)NC1=CC(=C(C=C1)C)NC1=NC=CC=C1C1=C2N=CN(C2=NC=N1)C1OCCCC1